C[C@@H]1CN(CCC1)CC1=CC=2N(C(=C1)C(=O)O)N=CC2 5-{[(3S)-3-methylpiperidin-1-yl]methyl}pyrazolo[1,5-a]pyridine-7-carboxylic acid